ClC=1C(=CC(=C(C(=O)OC)C1)OC1=C(C=C(C=C1)OC(F)(F)F)F)C(F)(F)F Methyl 5-chloro-2-(2-fluoro-4-(trifluoromethoxy)phenoxy)-4-(trifluoromethyl)benzoate